FC=1C=C(C(=O)N=C2NCCN2)C=C(C1NC1=CC(=CC=C1)C(NC1(CC1)C)=O)C1OCCC1 3-fluoro-N-[imidazolidin-2-ylidene]-4-({3-[(1-methylcyclopropyl)carbamoyl]phenyl}amino)-5-(oxolan-2-yl)benzamide